1-[4-(4-{[(3-cyclopropylphenyl)methyl]carbamoyl}-1H-1,2,3-triazol-1-yl)butyl]-N-{[4-(trifluoromethyl)pyridin-2-yl]methyl}-1H-1,2,3-triazole-4-carboxamide C1(CC1)C=1C=C(C=CC1)CNC(=O)C=1N=NN(C1)CCCCN1N=NC(=C1)C(=O)NCC1=NC=CC(=C1)C(F)(F)F